3-(((3-(Chloromethyl)-1-methyl-1H-pyrazol-5-yl)methyl)thio)-6-fluoronaphthalen-1-yl acetate C(C)(=O)OC1=CC(=CC2=CC(=CC=C12)F)SCC1=CC(=NN1C)CCl